C(C)(C)OC(=O)[C@@H]1C=C[C@@H](C1)NC(C(C(=O)O)OC)=O 3-[[(1R,4S)-4-isopropoxycarbonylcyclopent-2-en-1-yl]amino]-2-methoxy-3-oxo-propanoic acid